C(C)OC(=O)C=1N(C2=CC=CC=C2C1N)CC(F)F amino-1-(2,2-difluoroethyl)-1H-indole-2-carboxylic acid ethyl ester